FC1=CC=C(OC2=CC=C(C=N2)S(=O)(=O)N2[C@@H]([C@@H]3CC[C@H](C2)N3C(=O)OCCOC)C(=O)OCC)C=C1 (1S,2S,5R)-2-ethyl 8-(2-methoxyethyl) 3-((6-(4-fluorophenoxy) pyridin-3-yl) sulfonyl)-3,8-diazabicyclo[3.2.1]octane-2,8-dicarboxylate